COC=1C=C(C=CC1)NC1N(C(=NC(=N1)N)N1CCCC1)C1=CC(=CC=C1)OC N,N1-Bis-(3-methoxyphenyl)-6-pyrrolidin-1-yl-[1,3,5]triazine-2,4-diamine